FC1(CC1)C1=C(C(=C2C(=N1)CCC2)NC(=O)N=S(=O)(N)C=2SC=C(C2)C(C)(C)O)C N'-((2-(1-fluorocyclopropyl)-3-methyl-6,7-dihydro-5H-cyclopenta[b]pyridin-4-yl)carbamoyl)-4-(2-hydroxypropan-2-yl)thiophene-2-sulfonimidamide